[Cl-].[Cl-].[Cl-].[Cl-].[N+](=O)([O-])C1=NC=CC=N1 nitropyrimidine tetrachloride